C(C)(C)(C)OC(=O)N1[C@@H](C[C@H](CC1)NCC(F)F)C1=CC=CC=C1 (2S,4S)-4-((2,2-difluoroethyl)amino)-2-phenylpiperidine-1-carboxylic acid tert-butyl ester